1-(2-Chlorophenyl)-7-cyclopropyl-2-oxo-4-(thiazol-5-ylamino)-1,2-dihydroquinazoline-6-carbonitrile ClC1=C(C=CC=C1)N1C(N=C(C2=CC(=C(C=C12)C1CC1)C#N)NC1=CN=CS1)=O